keto-tyrosine O=N[C@@H](CC1=CC=C(C=C1)O)C(=O)O